4-(3,6-Difluoro-2-methylphenyl)-5-(4-methoxybenzoyl)-1-methylpyrrole-3-carboxylate FC=1C(=C(C(=CC1)F)C=1C(=CN(C1C(C1=CC=C(C=C1)OC)=O)C)C(=O)[O-])C